(S)-7'-(3,5-difluorophenyl)-1-(pyrazolo[1,5-a]pyrimidin-7-yl)dihydro-1'H,3'H,5'H-spiro[piperidine-4,2'-pyrazolo[1,2-a]pyrazol]-1'-one FC=1C=C(C=C(C1)F)[C@@H]1CCN2N1C(C1(C2)CCN(CC1)C1=CC=NC=2N1N=CC2)=O